methyl 6-(4-(3-(4-chloro-3-fluorophenyl)-1-isobutyl-4-methyl-1H-pyrrolo[2,3-b]pyridine-6-carbonyl)piperazin-1-yl)-2,4-dimethylnicotinate ClC1=C(C=C(C=C1)C1=CN(C2=NC(=CC(=C21)C)C(=O)N2CCN(CC2)C2=NC(=C(C(=O)OC)C(=C2)C)C)CC(C)C)F